5,6,9,10,11,12-hexahydrobenzo[4'',5'']thieno[2'',3'':4',5']pyrimido[1',2':1,2]pyrido[3,4-b]indol-8(15H)-one C1=CC=CC=2C3=C(NC12)C=1N(CC3)C(C3=C(N1)SC1=C3CCCC1)=O